O(C1=CC=CC=C1)P1(=NP(=NP(=N1)(F)F)(F)F)F 2-phenoxy-2,4,4,6,6-pentafluoro-1,3,5,2λ5,4λ5,6λ5-triazatri-phosphinine